CN1N=CC2=CC(=C(C=C12)OC1=CC=C(C=C1)OCCOC1CCC2(COC2)CC1)C(=O)N 1-methyl-6-[4-[2-(2-oxaspiro[3.5]nonan-7-yloxy)ethoxy]phenoxy]indazole-5-carboxamide